2-[5,7-difluoro-2-(4-fluorophenyl)-1H-indol-3-yl]ethanamine FC=1C=C2C(=C(NC2=C(C1)F)C1=CC=C(C=C1)F)CCN